2,3,4-trifluorobenzenesulfonamide FC1=C(C=CC(=C1F)F)S(=O)(=O)N